O=C1OC2C(C1)(C(CC(C2)C=2C=C(C=CC2)C)=O)CC(=O)OCC2=CC=CC=C2 (-)-Benzyl 2-(2,4-dioxo-6-(m-tolyl)hexahydrobenzofuran-3a(4H)-yl)acetate